O=C1NC(CCC1N1C(C2=CC=CC(=C2C1)NC1CCC(CC1)CNC(OC(C)(C)C)=O)=O)=O tert-butyl (((1R,4R)-4-((2-(2,6-dioxopiperidin-3-yl)-1-oxoisoindolin-4-yl)amino)cyclohexyl)methyl)carbamate